3-(5-((7-((2-isopropyl-5-methylcyclohexyl)oxy)heptyl)amino)-4-oxo-2-(trifluoromethyl)quinazolin-3(4H)-yl)piperidine-2,6-dione C(C)(C)C1C(CC(CC1)C)OCCCCCCCNC1=C2C(N(C(=NC2=CC=C1)C(F)(F)F)C1C(NC(CC1)=O)=O)=O